3-[(3-fluorophenyl)sulfanyl]pyridazine-4-carboxylic acid FC=1C=C(C=CC1)SC=1N=NC=CC1C(=O)O